NC=1C(=NON1)C=1NC(C2=C(N1)C=NC=C2)=O (4-amino-1,2,5-oxadiazol-3-yl)pyrido[3,4-d]pyrimidin-4(3H)-one